methyl 3-[(4-iodophenyl)amino]propanoate IC1=CC=C(C=C1)NCCC(=O)OC